3-(2-methylindolin-1-yl)-4-(pyridin-4-yl)-1H-pyrrole-2,5-dione CC1N(C2=CC=CC=C2C1)C=1C(NC(C1C1=CC=NC=C1)=O)=O